N1C[C@H](CCC1)NC=1C2=C(N=CN1)C(=CC(=N2)C2=CC=C(C=C2)CN2[C@@H](COCC2)C(F)(F)F)C(=O)N 4-{[(3S)-piperidin-3-yl]amino}-6-(4-{[(3S)-3-(trifluoromethyl)morpholin-4-yl]methyl}phenyl)pyrido[3,2-d]pyrimidine-8-carboxamide